FC1=C(N)C(=CC=C1)C1CCN(CC1)C(C)C 2-fluoro-6-[1-(propan-2-yl)piperidin-4-yl]aniline